C12(CC3CC(CC(C1)C3)C2)CN2N=CC(=C2C)C2=C(C=3N(C=C2)C(=CN3)C=3N=NC(=C(C3)C)NC3=NC=NC=C3)C(=O)O 7-(1-(adamantan-1-ylmethyl)-5-methyl-1H-pyrazol-4-yl)-3-(5-methyl-6-(pyrimidin-4-ylamino)pyridazin-3-yl)imidazo[1,2-a]pyridine-8-carboxylic acid